(1R,2S,3S,6R,7S)-N-[(1S)-1-cyano-2-[(2S)-3-oxo-1,4-oxazepan-2-yl]ethyl]-4-[(2S)-3,3-dimethyl-2-(2,2,2-trifluoroacetamido)butanoyl]-4-azatricyclo[5.2.1.0^{2,6}]dec-8-ene-3-carboxamide C(#N)[C@H](C[C@@H]1OCCCNC1=O)NC(=O)[C@@H]1[C@H]2[C@H]3C=C[C@@H]([C@H]2CN1C([C@H](C(C)(C)C)NC(C(F)(F)F)=O)=O)C3